ethyl (S)-3-amino-3-(6-phenylpyridin-2-yl)propanoate N[C@@H](CC(=O)OCC)C1=NC(=CC=C1)C1=CC=CC=C1